CN(C(=C)C)C 2-dimethylaminopropaneN